N1C=CC2=CC(=CC=C12)CNC(=O)[C@H]1N(C[C@@H](C1)OC(F)F)C(CNC(=O)C=1C=CC=2SC3=CC=CC=C3OC2C1)=O (2S,4R)-N-((1H-indol-5-yl)methyl)-4-(difluoromethoxy)-1-((phenoxathiine-3-carbonyl)glycyl)pyrrolidine-2-carboxamide